5-(4-(isopropylsulfonyl)phenyl)-4-(2-methoxyethoxy)-N-(4-((4-methylpiperazin-1-yl)methyl)phenyl)-7H-pyrrolo[2,3-d]pyrimidin-2-amine C(C)(C)S(=O)(=O)C1=CC=C(C=C1)C1=CNC=2N=C(N=C(C21)OCCOC)NC2=CC=C(C=C2)CN2CCN(CC2)C